4-{3-chloro-2-fluoro-6-[4-(trifluoromethyl)-1H-1,2,3-triazol-1-yl]phenyl}-5-methoxypyridin-2(1H)-one ClC=1C(=C(C(=CC1)N1N=NC(=C1)C(F)(F)F)C1=CC(NC=C1OC)=O)F